O1C=NC=C1C=1C=C(C=CC1)C=1C(=NC(=NC1)N)N [3-(oxazol-5-yl)phenyl]-2,4-pyrimidinediamine